1-(6-((6-Amino-5-(4-(pyridin-4-yloxy)phenyl)pyrimidin-4-yl)oxy)-2-azaspiro[3.3]heptan-2-yl)prop-2-en-1-on NC1=C(C(=NC=N1)OC1CC2(CN(C2)C(C=C)=O)C1)C1=CC=C(C=C1)OC1=CC=NC=C1